C(=O)(OCC1=CC=CC=C1)N[C@@H](CO)CCCO (R)-2-((carbobenzoxy)amino)-1,5-pentanediol